FC1=C(C=CC=C1C[C@@H]1N(CC([C@@H]1NS(=O)(=O)C)(F)F)C(=O)C1(OCC1)C)C1=CC(=CC=C1)F N-[(2S,3R)-2-[(2,3'-difluoro[1,1'-biphenyl]-3-yl)methyl]-4,4-difluoro-1-(2-methyloxetane-2-carbonyl)pyrrolidin-3-yl]methanesulfonamide